ClCCNC[C@H](COCC1=CC=CC=C1)O (R)-3-((2-chloroethyl)amino)-1-benzyloxy-2-propanol